FC1=C(C(=CC2=C1C[C@@H](O2)CNCC2CCC(CC2)C(F)(F)F)O)N2CC(NS2(=O)=O)=O 5-{(2R)-4-fluoro-6-hydroxy-2-[({[4-(trifluoromethyl)cyclohexyl]methyl}amino)methyl]-2,3-dihydro-1-benzofuran-5-yl}-1λ6,2,5-thiadiazolidine-1,1,3-trione